PYRAZOLOACRIDINE COC1C=CC2=C(C=1)C1=NN(CCCN(C)C)C3C=CC([N+](=O)[O-])=C(C1=3)N2